OC[C@H]1N(C[C@@H]([C@H]([C@@H]1O)O)O)CC1CC2=CC=CC=C2CC1 (2R,3R,4R,5S)-2-(hydroxymethyl)-1-((1,2,3,4-tetrahydronaphthalen-2-yl)methyl)piperidine-3,4,5-triol